C(C)OC1=CC2=C(CC(O2)=CC2=CC(=CC=C2)OCC2=C(C=C(C=C2C)C)C)C=C1 6-ethoxy-2-(3-((2,4,6-trimethylbenzyl)oxy)benzylidene)benzofuran